O=C1N(C(C2=CC=CC=C12)=O)C1=C(COC2=C(SC=C2)C(=O)NC=2C=NC=CC2)C=CC=C1 3-(2-(1,3-dioxoisoindol-2-yl)benzyloxy)-N-(pyridin-3-yl)thiophene-2-carboxamide